ClC1=CC=C(S1)CNC1=CC(=NN1C(=O)C1(CCOCC1)C)C1(C(NCC1)=O)C 3-(5-[(5-chlorothiophen-2-yl)methyl]amino-1-(4-methyloxane-4-carbonyl)-1H-pyrazol-3-yl)-3-methylpyrrolidin-2-one